N1(CCCC1)C(=O)OC1=CC=C(C=C1)C=1N=C2SC3=C(N2C1)C=C(C(=C3)C(NCCCN3CCC(CC3)F)=O)OC(F)F (4-(6-(difluoromethoxy)-7-((3-(4-fluoropiperidin-1-yl) propyl) carbamoyl) benzo[d]imidazo[2,1-b]thiazol-2-yl) phenyl) pyrrolidine-1-carboxylate